bromo-4'H,6'H-spiro[cyclopropane-1,5'-pyrrolo[1,2-b]pyrazole] BrC=1C=C2N(N1)CC1(C2)CC1